ethyl (Z)-2-((3-((2-(trimethylsilyl)ethoxy)methyl)oxazol-2(3H)-ylidene)amino)acetate C[Si](CCOCN1/C(/OC=C1)=N/CC(=O)OCC)(C)C